C(C)(C)(C)C1=CC=C(C=C1)N(C(=O)[C@@H]1NC[C@@H](C1)O)C(C(=O)NC1=C(C=CC=C1Cl)Cl)C=1C=NC=CC1 (2R,4R)-N-(4-tert-butylphenyl)-N-[2-(2,6-dichloroanilino)-2-oxo-1-(3-pyridyl)ethyl]-4-hydroxy-pyrrolidine-2-carboxamide